C(C)OC(=O)C1=CN(C2=NC(=C(C=C2C1=O)Cl)Cl)C1=NC=CN=C1 6,7-dichloro-4-oxo-1-(pyrazin-2-yl)-1,8-naphthyridine-3-carboxylic acid ethyl ester